[N-(1-naphthyl)-N-(9-phenylcarbazole-3-yl)amino]-9-phenylcarbazole C1(=CC=CC2=CC=CC=C12)N(C=1C=CC=2N(C3=CC=CC=C3C2C1)C1=CC=CC=C1)C1=CC=CC=2C3=CC=CC=C3N(C12)C1=CC=CC=C1